(S)-6-chloro-3-((1-(2-(4,4-difluoropiperidin-1-yl)-3,6-dimethyl-4-oxo-3,4-dihydroquinazolin-8-yl)ethyl)amino)picolinic acid ClC1=CC=C(C(=N1)C(=O)O)N[C@@H](C)C=1C=C(C=C2C(N(C(=NC12)N1CCC(CC1)(F)F)C)=O)C